COC1=C(C(=O)NCC=2OC(=NN2)C=2SC=CC2)C=CC(=C1)N1CCNCC1 2-methoxy-4-(piperazin-1-yl)-N-((5-(thiophen-2-yl)-1,3,4-oxadiazol-2-yl)methyl)benzamide